C1(=CC=C(C=C1)N(C1=CC=C(C=C1)C1=CC=C(C=C1)NC1=CC=CC=C1)C1=CC=C(C=C1)C1=CC=CC=C1)C1=CC=CC=C1 N,N-bis([1,1'-biphenyl]-4-yl)-N'-phenyl-[1,1'-biphenyl]-4,4'-diamine